ClC1=C(C(=NC(=N1)NS(=O)(=O)C1=CC(=CC=C1)C(=O)OC)OC1CN(CC2=CC=CC=C12)C(=O)OC(C)(C)C)C(F)(F)F tert-Butyl 4-[6-chloro-2-[(3-methoxycarbonylphenyl)sulfonylamino]-5-(trifluoromethyl)pyrimidin-4-yl]oxy-3,4-dihydro-1H-isoquinoline-2-carboxylate